1,4-dimethyl-2-ethylbenzene CC1=C(C=C(C=C1)C)CC